CC(C(=O)N1[C@H](COC2=C(C1)C=CC(=C2)C2=NOC(=N2)C(F)(F)F)C)(C)C 2,2-dimethyl-1-[(3S)-3-methyl-8-[5-(trifluoromethyl)-1,2,4-oxadiazol-3-yl]-3,5-dihydro-2H-1,4-benzoxazepin-4-yl]propan-1-one